C1(=CC=CC=C1)C1CCC=2C1=NN(C2)C=2C=C(C=NC2)C#CC=2C=NC(=NC2)C(=O)N 5-((5-(6-phenyl-5,6-dihydrocyclopenta[c]pyrazol-2(4H)-yl)pyridin-3-yl)ethynyl)pyrimidine-2-carboxamide